FC1=CC(=CC2=C1N=C(O2)CO)NC(=O)C2=CC=C(C1=CN(N=C21)C)N2CCN(CC2)C(=O)OC(C)(C)C tert-butyl 4-(7-{[4-fluoro-2-(hydroxymethyl)-1,3-benzoxazol-6-yl]carbamoyl}-2-methylindazol-4-yl)piperazine-1-carboxylate